FC(C1(COCC1)N)F [3-(difluoromethyl)tetrahydrofuran-3-yl]amine